lithium 5-(4-(tert-butoxycarbonyl)piperazin-1-yl)pyrazine-2-carboxylate C(C)(C)(C)OC(=O)N1CCN(CC1)C=1N=CC(=NC1)C(=O)[O-].[Li+]